N-(1-methyl-1H-pyrazol-4-yl)picolinamide CN1N=CC(=C1)NC(C1=NC=CC=C1)=O